O1CC=NC2=C1C=CC(=C2)N 2H-1,4-benzoxazin-6-amine